CS(=O)(=O)C1=CC=C(C=C1)C1=NN2C(=NC=3C=CC=CC3C2=N1)N[C@H]1C(NCC1)=O (3R)-3-({2-[4-(methylsulfonyl)phenyl][1,2,4]triazolo[1,5-c]quinazolin-5-yl}amino)pyrrolidin-2-one